(6S,7S)-6-((2,5-difluoro-[1,1'-biphenyl]-3-yl)methyl)-N-(2,2-difluoroethyl)-7-((fluoromethyl)sulfonamido)-5-azaspiro[2.4]heptane-5-carboxamide FC1=C(C=C(C=C1C[C@@H]1N(CC2(CC2)[C@@H]1NS(=O)(=O)CF)C(=O)NCC(F)F)F)C1=CC=CC=C1